(S)-N-{(S)-1-[2-(benzo[d]isoxazol-3-yl)phenyl]-2-(5-methylpyridine-2-yl)ethyl}-2-methylpropane-2-sulfinamide O1N=C(C2=C1C=CC=C2)C2=C(C=CC=C2)[C@H](CC2=NC=C(C=C2)C)N[S@@](=O)C(C)(C)C